OC1=C(C=CC=C1)C(\C=C/C1=CC=C(C#N)C=C1)=O 4-[(Z)-3-(2-Hydroxyphenyl)-3-oxoprop-1-enyl]benzonitrile